C12(CC(C1)C2)NC2=CC=NC=C2C#N 4-(bicyclo[1.1.1]pentan-1-ylamino)nicotinonitrile